NC1=NC=2C=CC=CC2C2=C1N=CN2[C@H](C)C2(CC=CC2)O 1-[(1R)-1-(4-aminoimidazo[4,5-c]quinolin-1-yl)ethyl]cyclopent-3-en-1-ol